COCCONC O-(2-methoxyethyl)-N-methylhydroxylamine